3-cyano-2,6-difluorobenzoic acid ethyl ester C(C)OC(C1=C(C(=CC=C1F)C#N)F)=O